BrC1=C(C=C2C(=CN=NC2=C1)F)F 7-bromo-4,6-difluorocinnoline